C(C)N1C[C@@H](CCC1)NC1=C2C(=C(N=N1)C1=C(C=C(C=C1)OC(F)(F)F)O)N(N=C2)C 2-[4-[[(3R)-1-Ethyl-3-piperidyl]amino]-1-methyl-pyrazolo[3,4-d]pyridazin-7-yl]-5-(trifluoromethoxy)phenol